COC=CC(O)(C)CCC=C(C)C methoxy-linalool